(-)-3-amino-3-phenylpropanol NC(CCO)C1=CC=CC=C1